ClC1=C(C=CC=C1)C1=NCC2=NN=C(N2C=2SC=3C[C@@H](CC3C12)C(=O)N1CCOCC1)C (13R)-9-(2-Chlorophenyl)-3-methyl-13-(morpholine-4-carbonyl)-16-thia-2,4,5,8-tetraazatetracyclo[8.6.0.02,6.011,15]-hexadeca-1(10),3,5,8,11(15)-pentaene